COC(=O)C1=CC=C2C=CN(C2=C1)CCO 1-(2-hydroxyethyl)-1H-indole-6-carboxylic acid methyl ester